C1N(CCC2=CC=CC=C12)CC=1OC=C(C(C1)=O)OC(C)C1CC2(CN(C2)S(=O)(=O)C=2C=NC=CC2)C1 2-((3,4-Dihydroisoquinolin-2(1H)-yl)methyl)-5-(1-(2-(pyridin-3-ylsulfonyl)-2-azaspiro[3.3]heptan-6-yl)ethoxy)-4H-pyran-4-one